P(ON1C(C(CC1=O)S(=O)(=O)O)=O)(ON1C(C(CC1=O)S(=O)(=O)O)=O)[O-] bis(sulfosuccinimidyl) phosphite